ClC1=C(C=CC2=C1C(=N[C@H](C(=N2)N)C)C2=C(C=CC=C2F)F)C(F)(F)F (3S)-6-chloro-5-(2,6-difluorophenyl)-3-methyl-7-(trifluoromethyl)-3H-1,4-benzodiazepin-2-amine